tert-butyl 4-(6-((2-fluoro-4-isobutyrylbenzyl)oxy)pyridin-2-yl)piperidine-1-carboxylate FC1=C(COC2=CC=CC(=N2)C2CCN(CC2)C(=O)OC(C)(C)C)C=CC(=C1)C(C(C)C)=O